CS(=O)(=O)[O-].C(CC)[NH+]1C(CCCC1)CC 1-Propyl-2-ethylpiperidinium methansulfonat